C(C)(C)C(C(=O)O)(C(=O)O)C(C)C.OC1=CC=C(C=C1)CCC 1-(p-hydroxyphenyl)propane di(isopropyl)malonate